O[C@H](COC1=CC(=C(C=C1)O)[N+](=O)[O-])C (S)-4-(2-hydroxypropoxy)-2-nitrophenol